O1C(=NC2=C1C=CC=C2)C2CCC(CC2)NC(=O)[C@H]2N(C[C@@H](C2)O)C([C@H](C(C)(C)C)N2N=NC(=C2)C2CC2)=O (2S,4R)-N-[4-(1,3-benzoxazol-2-yl)cyclohexyl]-1-[(2S)-2-(4-cyclopropyltriazol-1-yl)-3,3-dimethyl-butanoyl]-4-hydroxy-pyrrolidine-2-carboxamide